4-Cyanatononylbenzene O(C#N)C(CCCC1=CC=CC=C1)CCCCC